2-(1-tetrahydropyran-2-ylpyrazol-4-yl)cyclopropanecarboxamide O1C(CCCC1)N1N=CC(=C1)C1C(C1)C(=O)N